1H-Cyclopenta[1,3]cyclopropa[1,2]benzen-3-ol C1C=C(C=2C13C=CC=CC32)O